C(CCCCCCCCCCCCC)(=O)C(OP(OCC(CO)O)(=O)O)(C(O)CO)C(CCCCCCCCCCCCC)=O dimyristoyl-glycero-3-phosphoryl-glycerol